FC=1C=C(C(=O)OC)C=C(C1)C1=C(C=NN1C)COC methyl 3-fluoro-5-(4-(methoxymethyl)-1-methyl-1H-pyrazol-5-yl)benzoate